(3S,10R,13S)-17-(4-Ethyl-1H-imidazol-1-yl)-10,13-dimethyl-2,3,4,7,8,9,10,11,12,13,14,15-dodecahydro-1H-cyclopenta[a]phenanthren-3-yl methanesulfonate CS(=O)(=O)O[C@H]1CC[C@@]2(C3CC[C@@]4(C(=CCC4C3CC=C2C1)N1C=NC(=C1)CC)C)C